The molecule is an alpha,beta-unsaturated monocarboxylic acid that is acrylic acid in which the hydrogen at position 2 is substituted by a methyl group. It derives from an acrylic acid. It is a conjugate acid of a methacrylate. CC(=C)C(=O)O